ClC1=CC=C(C=C1)C1N(C[C@@H](CC1(F)F)N1S([C@@H](CC1)C)(=O)=O)C(=O)O 4-Chlorophenyl-(5R)-3,3-difluoro-5-[(5R)-5-methyl-1,1-dioxo-1λ6,2-thiazolidine-2-yl]piperidine-1-carboxylic acid